C(=O)C=1N=C(C=2N(C1)C(=CN2)C=2C=C(C(=C(C2)NS(=O)(=O)C=2C=NN(C2)C)OC)OC)NC N-(5-(6-formyl-8-(methylamino)imidazo[1,2-a]pyrazin-3-yl)-2,3-dimethoxyphenyl)-1-methyl-1H-pyrazole-4-sulfonamide